Dimethyl-formamid 2-{(5S)-3-[2-(1-{[3,5-bis(difluoromethyl)-1H-pyrazol-1-yl]acetyl}piperidin-4-yl)-1,3-thiazol-4-yl]-4,5-dihydro-1,2-oxazol-5-yl}-3-chlorophenyl-methanesulfonate FC(C1=NN(C(=C1)C(F)F)CC(=O)N1CCC(CC1)C=1SC=C(N1)C1=NO[C@@H](C1)C1=C(C=CC=C1Cl)CS(=O)(=O)O)F.CN(C=O)C